CC1=NNC(=C1C1=CC=C(C=N1)NC([C@@H](C1CCC(CC1)C)NC(=O)C=1N(N=CC1)C(C)C)=O)C N-[(1R)-2-[[6-(3,5-dimethyl-1H-pyrazol-4-yl)-3-pyridyl]amino]-1-(4-methylcyclohexyl)-2-oxo-ethyl]-2-isopropyl-pyrazole-3-carboxamide